tert-butyl (2R,5S)-4-(3-cyano-6-fluoro-1-methyl-2-oxo-1,2-dihydroquinolin-4-yl)-2,5-dimethylpiperazine-1-carboxylate C(#N)C=1C(N(C2=CC=C(C=C2C1N1C[C@H](N(C[C@@H]1C)C(=O)OC(C)(C)C)C)F)C)=O